COC(=O)C=1C(N(N=C(C1)C1=CC=C(C=C1)Cl)C=1C=NOC1)=O 6-(4-chlorophenyl)-2-(1,2-oxazol-4-yl)-3-oxo-2,3-dihydropyridazine-4-carboxylic acid methyl ester